OC[C@@H](C1=CC=NC=C1)NC(=O)C=1C=2C[C@H]3[C@@H](C2N(N1)C1=C(C=C(C=C1)F)F)C3 (1aS,5aS)-2-(2,4-Difluorophenyl)-1a,2,5,5a-tetrahydro-1H-2,3-diaza-cyclopropa[a]pentalene-4-carboxylic acid ((R)-2-hydroxy-1-pyridin-4-yl-ethyl)-amide